1-L-valyl-D-fructose N[C@@H](C(C)C)C(=O)C(O)C(=O)[C@@H](O)[C@H](O)[C@H](O)CO